3-(4-((4-((BIS(3,3,3-TRIFLUOROPROPYL)AMINO)METHYL)BENZYL)OXY)-1-OXOISOINDOLIN-2-YL)PIPERIDINE-2,6-DIONE FC(CCN(CCC(F)(F)F)CC1=CC=C(COC2=C3CN(C(C3=CC=C2)=O)C2C(NC(CC2)=O)=O)C=C1)(F)F